BrC1=NN2C(N(C(=C(C2=O)N2CCN(CC2)C(=O)OC(C)(C)C)CC)CC(=O)NC2=C(C=C(C=C2)S(F)(F)(F)(F)F)C)=N1 tert-Butyl 4-(2-bromo-5-ethyl-4-(2-((2-methyl-4-(pentafluoro-λ6-sulfanyl)phenyl)amino)-2-oxoethyl)-7-oxo-4,7-dihydro-[1,2,4]triazolo[1,5-a]pyrimidin-6-yl)piperazine-1-carboxylate